2-hydroxy-1-[4-[[4-(2-hydroxy-2-methylpropanoyl)phenyl]methyl]phenyl]-2-methyl-propan-1-one OC(C(=O)C1=CC=C(C=C1)CC1=CC=C(C=C1)C(C(C)(C)O)=O)(C)C